FC=1C=C2NC(C=3N(C2=C(C1C1=CC(=CC2=C1N=CS2)F)F)C(=NN3)C)(C)C 4-(7,9-Difluoro-1,4,4-trimethyl-5H-[1,2,4]triazolo[4,3-a]quinoxalin-8-yl)-6-fluoro-benzothiazole